4-((6-(4-chloro-2-fluorobenzyl)pyridin-2-yl)oxy)piperidine-1-carboxylic acid tert-butyl ester C(C)(C)(C)OC(=O)N1CCC(CC1)OC1=NC(=CC=C1)CC1=C(C=C(C=C1)Cl)F